(S)-N-((R)-1-(2-chloro-4-fluoro-phenyl)ethyl)-5-fluoro-8-oxo-5,6,7,8-tetrahydro-quinoline-5-carboxamide ClC1=C(C=CC(=C1)F)[C@@H](C)NC(=O)[C@]1(C=2C=CC=NC2C(CC1)=O)F